1-(azetidin-3-yl)-3-cyclopropyl-5-(2-fluoro-4-iodo-anilino)-6,8-dimethyl-pyrido[4,3-d]pyrimidine-2,4,7-trione N1CC(C1)N1C(N(C(C=2C1=C(C(N(C2NC2=C(C=C(C=C2)I)F)C)=O)C)=O)C2CC2)=O